cyano-N-oxidoisoxazoline C(#N)C1=[N+](OCC1)[O-]